C(=O)(OC(C)(C)C)C1CCN(CC1)CCN 4-Boc-aminoethylpiperidine